(E)-2-(1-methyl-2-(4-(trifluoromethyl)benzylidene)hydrazinyl)-4,6-diphenyl-pyrimidine CN(/N=C/C1=CC=C(C=C1)C(F)(F)F)C1=NC(=CC(=N1)C1=CC=CC=C1)C1=CC=CC=C1